Fmoc-glycyl-phenylalanine methyl ester COC([C@@H](NC(CNC(=O)OCC1C2=CC=CC=C2C2=CC=CC=C12)=O)CC1=CC=CC=C1)=O